4-hydroxy-5-isopropyl-9-methoxy-8-(3-methoxypropoxy)-3-(1H-1,2,4-triazol-5-yl)-5,6-dihydrobenzo[h]quinolin-2(1H)-one OC1=C(C(NC=2C3=C(CC(C12)C(C)C)C=C(C(=C3)OC)OCCCOC)=O)C3=NC=NN3